3-methylpyrazol-5-one CC=1N=NC(C1)=O